C(C)(C)(C)OC(=O)NN=C(C)C1CC1 2-(1-cyclopropylethylidene)hydrazine-1-carboxylic acid tert-butyl ester